(R)-1-(3-chlorophenyl)propane-1,3-diol ClC=1C=C(C=CC1)[C@@H](CCO)O